ClC1=C(C(=O)O)C=CC(=C1F)S(=O)(=O)C 2-chloro-3-fluoro-4-(methylsulfonyl)benzoic acid